CC1=NN2C=3CN(CC3C=NC2=C1)C(CC1CN(C1)C=1C=NC=CC1)=O 1-(2-Methyl-6,8-dihydro-1,4,7,8b-tetraaza-as-indacen-7-yl)-2-(1-pyridin-3-yl-azetidin-3-yl)-ethanone